4-{3-[(Benzyloxy)methyl]-4-methyl-5-oxo-4,5-dihydro-1H-1,2,4-triazol-1-yl}-2-(1-cyclohexylethoxy)-5-fluorobenzoic acid C(C1=CC=CC=C1)OCC1=NN(C(N1C)=O)C1=CC(=C(C(=O)O)C=C1F)OC(C)C1CCCCC1